C(C)OC(CC1=CC=C(C=C1)C1C(C1)(F)F)=O (4-(2,2-difluorocyclopropyl)phenyl)acetic acid ethyl ester